5-((4-(1H-imidazol-2-yl)benzyl)oxy)pyridazin-3-amine N1C(=NC=C1)C1=CC=C(COC=2C=C(N=NC2)N)C=C1